5-methyl-6-(3-(2-(trifluoromethyl)-6,7-dihydropyrazolo[1,5-a]pyrimidin-4(5H)-yl)-7,8-dihydro-1,6-naphthyridin-6(5H)-yl)nicotinonitrile CC=1C(=NC=C(C#N)C1)N1CC=2C=C(C=NC2CC1)N1C=2N(CCC1)N=C(C2)C(F)(F)F